O=C1NC2=CC(=CC=C2C1)C(=O)O 2-oxoindoline-6-carboxylic acid